Cl.NCC1=CC=C(CSC2=NC(=C(C(=C2C#N)CC)C#N)N(C)C)C=C1 2-((4-(aminomethyl)benzyl)thio)-6-(dimethylamino)-4-ethylpyridine-3,5-dicarbonitrile, hydrochloride